ethyl (S)-3-(2,5-dichlorothiophen-3-yl)-2-((4-(trifluoromethoxy)phenyl)sulfonamido)propanoate tert-butyl-((4-(trifluoromethoxy)phenyl)sulfonyl)-L-isoleucinate C(C)(C)(C)N([C@@H]([C@@H](C)CC)C(=O)O)S(=O)(=O)C1=CC=C(C=C1)OC(F)(F)F.ClC=1SC(=CC1C[C@@H](C(=O)OCC)NS(=O)(=O)C1=CC=C(C=C1)OC(F)(F)F)Cl